C(=O)([O-])[C@H](O)[C@@H](O)C(=O)[O-].[Na+].COC1=CC(=C(C=C1NC1=NC=NC(=C1)N1OCC[C@@H]1C=1C=NC(=CC1)C)NC(C=C)=O)N1CCC(CC1)N1CCN(CC1)C.[Na+] N-(4-methoxy-2-(4-(4-methylpiperazine-1-yl)piperidine-1-yl)-5-((6-((R)-3-(6-methylpyridine-3-yl)isoxazolidine-2-yl)pyrimidine-4-yl)amino)phenyl)acrylamide sodium L-tartrate